CCCCCCCCCCCCCCCCCC(=O)[O-].[Na+] The molecule is an organic sodium salt comprising equal numbers of sodium and stearate ions. It has a role as a detergent. It contains an octadecanoate.